ClC=1N=CC2=C(N1)N=C(S2)SC2=C(C(=CC=C2)Cl)Cl 5-chloro-2-((2,3-dichlorophenyl)thio)thiazolo[4,5-d]pyrimidine